2-chloro-5-{[(2,2-dimethylpropionyl)amino]methyl}-N-[1-(2-methoxypyridin-4-yl)-1H-indazol-4-yl]benzamide hydrochloride Cl.ClC1=C(C(=O)NC2=C3C=NN(C3=CC=C2)C2=CC(=NC=C2)OC)C=C(C=C1)CNC(C(C)(C)C)=O